2-(4-(1-cyanocyclopropyl)phenyl)acetic acid C(#N)C1(CC1)C1=CC=C(C=C1)CC(=O)O